4-((2-(2-hydroxyphenyl)-4-methyl-5-thiazolyl)methyl)-N2-isobutyl-2,4-pyrimidinediamine OC1=C(C=CC=C1)C=1SC(=C(N1)C)CC1(NC(=NC=C1)NCC(C)C)N